OCC1=NN(C(=C1)C(=O)OC)C methyl 3-(hydroxymethyl)-1-methyl-1H-pyrazole-5-carboxylate